sodium octahydroanthracene sulphate S(=O)(=O)([O-])[O-].C1CCCC2CC3CC=CC=C3C=C12.[Na+].[Na+]